OC1=C(C(=O)NNC(CCCCCCCCCCC(=O)NNC(C2=C(C=CC=C2)O)=O)=O)C=CC=C1 Dodecanedioic acid, bis[2-(2-hydroxybenzoyl)hydrazide]